C(C)(=O)OCC1=C(C=C(C=C1)[N+](=O)[O-])C(NCCOCCOCCOCCOCCNC(OC(C)(C)C)=O)=O 2-((2,2-dimethyl-4-oxo-3,8,11,14,17-pentaoxa-5-azanonadecan-19-yl)carbamoyl)-4-nitrobenzyl acetate